F[C@H]1CNCC[C@H]1NC(OC(C)(C)C)=O tert-butyl ((3S,4R)-3-fluoropiperidin-4-yl)carbamate